2-(1-Cyclobutylideneethyl)-4,4,5,5-tetramethyl-1,3,2-dioxaborolane C1(CCC1)=C(C)B1OC(C(O1)(C)C)(C)C